BrC=1C=C2C(=C(C=NC2=CC1F)[N+](=O)[O-])C1(CN(C1)C(=O)OC(C)(C)C)C(=O)OC 1-tert-butyl 3-methyl 3-(6-bromo-7-fluoro-3-nitroquinolin-4-yl)azetidine-1,3-dicarboxylate